CC=1C(=NC=CC1)NC(=O)NCCCCCCCC 1-(3-methylpyridin-2-yl)-3-n-octyl-urea